1-(5-((5-cyano-4-(4-fluorophenyl)thiazol-2-yl)carbamoyl)pyridin-2-yl)piperidine-4-carboxylic acid C(#N)C1=C(N=C(S1)NC(=O)C=1C=CC(=NC1)N1CCC(CC1)C(=O)O)C1=CC=C(C=C1)F